pregn-5-ene-3,7,20-trione divinyl ketal C(=C)OC1(CC2=CC([C@H]3[C@@H]4CC[C@H](C(C)=O)[C@]4(CC[C@@H]3[C@]2(CC1)C)C)=O)OC=C